6-(4,4,5,5-tetramethyl-1,3,2-dioxaborolan-2-yl)imidazo[1,2-a]pyridine-3-carbonitrile CC1(OB(OC1(C)C)C=1C=CC=2N(C1)C(=CN2)C#N)C